ethyl 6-tert-butyl-10-methoxy-9-[2-(4-methoxypiperidin-1-yl)thiazol-5-yl]-2-oxo-6,7-dihydro-2H-pyrido[2,1-a]isoquinoline-3-carboxylate C(C)(C)(C)C1N2C(C3=CC(=C(C=C3C1)C1=CN=C(S1)N1CCC(CC1)OC)OC)=CC(C(=C2)C(=O)OCC)=O